(7R)-7,8-difluoro-N-(2-(piperidin-1-yl)-4-((4-(trifluoromethyl)benzyl)amino)phenyl)octanamide F[C@H](CCCCCC(=O)NC1=C(C=C(C=C1)NCC1=CC=C(C=C1)C(F)(F)F)N1CCCCC1)CF